O.N1C=CC=C1 azole compound with water